CC(/C=C/C1=NC=CC=C1)CCC=C(C)C (E)-2-(3,7-dimethyloct-1,6-dienyl)pyridine